tert-butyl (R)-2-(3-(aminomethyl)bicyclo[1.1.1]pentan-1-yl)-3-oxohexahydroimidazo[1,5-a]pyrazine-7(1H)-carboxylate NCC12CC(C1)(C2)N2C(N1[C@@H](CN(CC1)C(=O)OC(C)(C)C)C2)=O